N-methyl-1-(thiophen-2-yl)methanamine CNCC=1SC=CC1